tert-butyl (1-(1-methyl-1H-pyrazolo[3,4-d]pyrimidin-4-yl)piperidin-4-yl)carbamate CN1N=CC=2C1=NC=NC2N2CCC(CC2)NC(OC(C)(C)C)=O